tert-butyl 4-(4-chlorophenyl)piperazine-1-carboxylate ClC1=CC=C(C=C1)N1CCN(CC1)C(=O)OC(C)(C)C